2-Benzyl 1-(tert-butyl) (2S,4S)-4-(methoxymethyl)pyrrolidine-1,2-dicarboxylate COC[C@H]1C[C@H](N(C1)C(=O)OC(C)(C)C)C(=O)OCC1=CC=CC=C1